N,N-dicumyl-1,6-hexanediamine C(C)(C)(C1=CC=CC=C1)N(CCCCCCN)C(C)(C)C1=CC=CC=C1